C[Si](C#CC1=NC=C(C=C1)C=1CC(N(CC1)CC1=CC=C(C=C1)C)C=1C=NC=CC1)(C)C Trimethyl-[2-[5-[1-(p-tolylmethyl)-2-(3-pyridyl)-3,6-dihydro-2H-pyridin-4-yl]-2-pyridyl]ethynyl]silane